1,4-dibromo-2-(bromoethyl)benzene BrC1=C(C=C(C=C1)Br)CCBr